C(C)[C@@H]1CN2CC[C@@]3([C@@H]2C[C@@H]1/C(/C(=O)OC)=C\OC)NC1=CC=CC(=C1C3=O)OC methyl (E)-2-((2S,6'S,7'S,8a'S)-6'-ethyl-4-methoxy-3-oxo-2',3',6',7',8',8a'-hexahydro-5'H-spiro[indoline-2,1'-indolizin]-7'-yl)-3-methoxyacrylate